C(#N)C1=C2CCC(N(C2=CC=C1)C(=O)NCCC1=CC=CC=C1)(C)C 5-cyano-2,2-dimethyl-N-phenethyl-3,4-dihydroquinoline-1(2H)-carboxamide